C(C(O)CO)OC=CC mono-propenyl glyceryl ether